C(CCCCC)[Li] n-Hexyl-lithium